CSC1=NC=C(C(=N1)C1=NNC=C1)C(F)(F)F 2-(methylsulfanyl)-4-(1H-pyrazol-3-yl)-5-(trifluoromethyl)pyrimidine